C(C)(C)(C)OP(=O)(CCCOC1=CC=C(C=C1)C[C@@H]1N(CCN(CCN(CCN(C1)CC(OC(C)(C)C)=O)CC(OC(C)(C)C)=O)CC(OC(C)(C)C)=O)CC(=O)OC(C)(C)C)CCC(=O)O 3-(tert-butoxy(3-(4-(((S)-1,4,7,10-tetrakis(2-(tert-butoxy)-2-oxoethyl)-1,4,7,10-tetraazacyclododecan-2-yl)methyl)phenoxy)propyl)phosphoryl)propanoic acid